C(C)(C)(C)OC(=O)N1C[C@H]([C@@H](CC1)OCC#C)C (3R,4R)-3-methyl-4-prop-2-ynyloxy-piperidine-1-carboxylic acid tert-butyl ester